BrC=1C(=NN2C1SC(=C2C(C)C)C(=O)O)C 7-bromo-3-isopropyl-6-methylpyrazolo[5,1-b][1,3]thiazole-2-carboxylic acid